CC=1N=NC(=CC1)C1=CC=CC=C1 3-methyl-6-phenylpyridazine